7-benzyloxy-4-(4-fluorophenyl)-3-(2-methoxy-1-methyl-ethyl)quinoline C(C1=CC=CC=C1)OC1=CC=C2C(=C(C=NC2=C1)C(COC)C)C1=CC=C(C=C1)F